ClC1=CC=C(C(=N1)C(=O)NS(=O)(=O)C)N[C@H](C)C=1C=C(C=C2C(N(C(=NC12)N1C[C@@H](CC1)OC=1C=NN(C1)CC(F)(F)F)C)=O)C 6-chloro-3-(((R)-1-(3,6-dimethyl-4-oxo-2-((R)-3-((1-(2,2,2-trifluoroethyl)-1H-pyrazol-4-yl)oxy)pyrrolidin-1-yl)-3,4-dihydroquinazolin-8-yl)ethyl)amino)-N-(methylsulfonyl)picolinamide